C1(CC1)COC1=CC=C2C(NC(=NC2=C1)CSC1CCOCC1)=O 7-(Cyclopropylmethoxy)-2-(((tetrahydro-2H-pyran-4-yl)thio)methyl)quinazolin-4(3H)-one